NC=1C(NC2=C3C=CC=NC3=C(C=C2C1C1=C2C=NNC2=C(C=C1)F)OCC1(CC1)C(F)(F)F)=O 3-amino-4-(7-fluoro-1H-indazol-4-yl)-6-[[1-(trifluoromethyl)cyclopropyl]methoxy]-1H-1,7-phenanthrolin-2-one